N[C@@H](CC(=O)O)C(=O)O.N[C@@H](CCCNC(=O)N)C(=O)O L-citrulline aspartate